2-(dimethylamino)-1-(2-(2-(2,6-dimethylpyridin-4-yl)-3-isopropyl-1H-indol-5-yl)morpholino)ethan-1-one CN(CC(=O)N1CC(OCC1)C=1C=C2C(=C(NC2=CC1)C1=CC(=NC(=C1)C)C)C(C)C)C